C(N)(OC(CC(CC1=NC=CC=C1)CO)(C)C)=O [1-(hydroxymethyl)-2-(2-pyridyl) ethyl]Tert-butyl carbamate